ClCCCC1(CC1)C1=CC(=NN1)N 5-[1-(3-chloropropyl)cyclopropyl]-1H-pyrazol-3-amine